4,4'-bis(diphenylphosphonooxy)benzhydryl-methylamine C1(=CC=CC=C1)OP(=O)(OC1=CC=CC=C1)OC1=CC=C(C(C2=CC=C(C=C2)OP(=O)(OC2=CC=CC=C2)OC2=CC=CC=C2)NC)C=C1